(3R,5R)-5-(3-((2-((difluoromethoxy) methyl)pyrazolo[1,5-a]pyrazin-4-yl)amino)-1H-pyrazol-5-yl)tetrahydrofuran-3-yl isopropylcarbamate C(C)(C)NC(O[C@H]1CO[C@H](C1)C1=CC(=NN1)NC=1C=2N(C=CN1)N=C(C2)COC(F)F)=O